NCC1=CC(=CC=C1)CN 1,3-Bis(aminomethyl)benzen